COC1=C(C=CC=C1)C1=CC=C(N=N1)N1CC(CCC1)NCCCCCCCCC 1-(6-(2-methoxyphenyl)pyridazin-3-yl)-N-nonylpiperidin-3-amine